3-Chloro-4-(((1r,4r)-4-morpholinocyclohexyl)methoxy)benzenesulfonamide ClC=1C=C(C=CC1OCC1CCC(CC1)N1CCOCC1)S(=O)(=O)N